C1(CCC(CC1)CO)CO 1,4-Cyclohexandimethanol